N-(4-(4-((5-(5-azaspiro[2.4]heptan-5-yl)pyridin-2-yl)amino)-5-oxo-5,6-dihydro-1,6-naphthyridin-2-yl)-3-fluorophenyl)cyclohexane-carboxamide C1CC12CN(CC2)C=2C=CC(=NC2)NC2=CC(=NC=1C=CNC(C21)=O)C2=C(C=C(C=C2)NC(=O)C2CCCCC2)F